N-(4-(8-Ethyl-2-(((3S,5S)-5-fluoropiperidin-3-yl)amino)pyrido[3,2-d]pyrimidin-6-yl)-2-fluorophenyl)-1-phenylmethanesulfonamide formate C(=O)O.C(C)C1=CC(=NC2=C1N=C(N=C2)N[C@@H]2CNC[C@H](C2)F)C2=CC(=C(C=C2)NS(=O)(=O)CC2=CC=CC=C2)F